5-chloro-6-ethoxy-N-((6-methoxy-1-methyl-1H-benzimidazol-7-yl)methyl)nicotinamide ClC=1C(=NC=C(C(=O)NCC2=C(C=CC3=C2N(C=N3)C)OC)C1)OCC